(E)-4-(2-nitroprop-1-en-1-yl)-1H-imidazole [N+](=O)([O-])/C(=C/C=1N=CNC1)/C